C1(CC1)C([C@H](C(=O)NC1=NC(=C(C=C1)C=1C(=NNC1C)C)F)NC(=O)C=1N(N=CC1)CCCSC)C1CC1 N-[(1R)-1-(dicyclopropylmethyl)-2-[[5-(3,5-dimethyl-1H-pyrazol-4-yl)-6-fluoro-2-pyridyl]amino]-2-oxo-ethyl]-2-(3-methylsulfanylpropyl)pyrazole-3-carboxamide